ethyl 2-(methylamino)benzoat CNC1=C(C(=O)OCC)C=CC=C1